C1SCCC12CCCCC2 2-thia-spiro[4.5]decane